tetrakisethylmethylaminohafnium C(C)[Hf](NC)(CC)(CC)CC